CC=1C=CC(=C(C1)C=1C(=CC(=CC1)CCCCC)O)C(=C)C 5'-methyl-4-pentyl-2'-(prop-1-en-2-yl)-[1,1'-biphenyl]-2-ol